C(C1=CC=CC=C1)N1CC(C1)CN (1-benzylazetidin-3-yl)methanamine